7-(2,4-difluorophenoxy)-1-methyl-9-(1-methyl-1H-pyrazol-4-yl)-6,7-dihydro-5H-benzo[c][1,2,3]triazolo[1,5-a]azepine FC1=C(OC2C3=C(C=4N(CC2)N=NC4C)C=CC(=C3)C=3C=NN(C3)C)C=CC(=C1)F